[N+](=O)([O-])C1=C2CC(CC2=CC=2CCCC12)CO (4-nitro-1,2,3,5,6,7-hexahydro-s-indacen-2-yl)methanol